4-(3-((tert-butyldimethylsilyl)oxy)-2,2-difluoropropoxy)-3-nitro-2-(prop-1-en-2-yl)pyridine [Si](C)(C)(C(C)(C)C)OCC(COC1=C(C(=NC=C1)C(=C)C)[N+](=O)[O-])(F)F